5-((5-chloro-2-((3S,5R)-4,4-difluoro-3,5-dimethylpiperidin-1-yl)pyrimidin-4-yl)amino)-3-(3-hydroxy-3-methylbutyl)-1-(2-morpholinoethyl)-1,3-dihydro-2H-benzo[d]imidazol-2-one ClC=1C(=NC(=NC1)N1C[C@@H](C([C@@H](C1)C)(F)F)C)NC1=CC2=C(N(C(N2CCC(C)(C)O)=O)CCN2CCOCC2)C=C1